BrC1=C(C=C2C(=NC(=NC2=C1)C)O)OC1COCC1 7-bromo-2-methyl-6-((tetrahydrofuran-3-yl)oxy)quinazolin-4-ol